CC(C)CN1CCNCC1 N-isobutylpiperazine